6-(Imidazo[1,2-a]pyridin-3-carbonyl)-N-(3-(2-(4-methylpiperazin-1-yl)ethoxy)-5-(trifluoromethyl)phenyl)-4,5,6,7-tetrahydrothieno[2,3-c]pyridin-3-carboxamid N=1C=C(N2C1C=CC=C2)C(=O)N2CC1=C(CC2)C(=CS1)C(=O)NC1=CC(=CC(=C1)C(F)(F)F)OCCN1CCN(CC1)C